3-(2-((2S,6S)-2,6-dimethylmorpholino)-2-oxoethyl)-7-hydroxy-6-methoxy-4-methyl-2H-chromen-2-one C[C@@H]1O[C@H](CN(C1)C(CC=1C(OC2=CC(=C(C=C2C1C)OC)O)=O)=O)C